OC=1C(=CC2=CC=CC=C2C1)C(=O)[O-] 3-hydroxy-2-naphthoate